FC=1C(=NC=NC1N(CC1=CC=C(C=C1)C(F)(F)F)C)NCC1=CC=C(C=C1)CC(=O)N 2-[4-[[[5-fluoro-6-[methyl-[[4-(trifluoromethyl)phenyl]methyl]amino]pyrimidin-4-yl]amino]methyl]phenyl]acetamide